1-hydroxy-N-(quinolin-3-yl)-1,3-dihydrobenzo[c][1,2]oxaborole-5-carboxamide OB1OCC2=C1C=CC(=C2)C(=O)NC=2C=NC1=CC=CC=C1C2